ClC=1C=C2C(=CC1)C(N(C[C@]21[C@H](C1)F)CC(=O)NC1=NC=C(C=N1)F)=O 2-[(2's,4r)-6-chloro-2'-fluoro-1-oxospiro[3H-isoquinoline-4,1'-cyclopropane]-2-yl]-N-(5-fluoropyrimidin-2-yl)acetamide